2,2-dimethoxy-N-methyl-ethanamine COC(CNC)OC